C(C1=CN=CC=C1)(=O)SCCNC(CCNC([C@@H](C(COP(OP(OC[C@@H]1[C@H]([C@H]([C@@H](O1)N1C=NC=2C(N)=NC=NC12)O)OP(=O)(O)O)(=O)O)(=O)O)(C)C)O)=O)=O nicotinyl-coa